bis-phenyltriazolyl-4-phenylmethyl-phenylcinnamate C1(=CC=CC=C1)C=1C(=C(C(=C(C(=O)[O-])C2=CC=C(C=C2)CC2=CC=CC=C2)C=2N=NNC2)C=CC1)C1=CC=CC=C1